N1(CCNCC1)O piperazinyl alcohol